C=[N+]=[N-] The molecule is the simplest diazo compound, in which a diazo group is attached to a methylene group. It has a role as an alkylating agent, an antineoplastic agent, a carcinogenic agent and a poison.